FC1(CN(CC[C@@H]1N1C(N(C=2C=NC=3C=CC(=CC3C21)C=2C=NC=CC2)C)=O)C)F (S)-1-(3,3-difluoro-1-methylpiperidin-4-yl)-3-methyl-8-(pyridin-3-yl)-1,3-dihydro-2H-imidazo[4,5-c]Quinolin-2-one